N-acetyl-N-(2-(N-(2-((3-chloro-4-morpholinophenyl)amino)-2-oxoethyl)-N-methylsulfamoyl)-4-methyl-6-(prop-1-yn-1-yl)phenyl)acetamide C(C)(=O)N(C(C)=O)C1=C(C=C(C=C1C#CC)C)S(N(C)CC(=O)NC1=CC(=C(C=C1)N1CCOCC1)Cl)(=O)=O